C(#N)C=1C=C(C=NC1)S(=O)(=O)N([C@@H](C(F)(F)F)C1=CC(=C(C=C1)F)OC)CC (R)-5-cyano-N-ethyl-N-(2,2,2-trifluoro-1-(4-fluoro-3-methoxyphenyl)ethyl)pyridine-3-sulfonamide